3-(2,5-dimethyl-3-furanyl)-3-oxopropanenitrile CC=1OC(=CC1C(CC#N)=O)C